Cl.C1(CC1)C(N)C1CC1 dicyclopropylmethanamine hydrochloride